C(C1=CC=CC=C1)N1C2=CC=CC=C2C=2C=C(N=CC12)\C=N\NC=1C(N=C2C=CC=CC12)=O 3-(((E)-(9-benzyl-beta-carbolin-3-yl)methylene)hydrazino)indol-2-one